COC(=O)C1CCN(CC1)C1CCC2=CC(=CC(=C12)F)C1CNC1 1-(5-(azetidin-3-yl)-7-fluoro-2,3-dihydro-1H-inden-1-yl)piperidine-4-carboxylic acid methyl ester